3,7-dimethyloct-2,6-diene CC(=CC)CCC=C(C)C